N-[(4-{[4-(3,3-difluoropyrrolidin-1-yl)cyclohexyl]amino}-3-nitrophenyl)sulfonyl]-2-(1H-pyrrolo[2,3-b]pyridin-5-yloxy)benzamide FC1(CN(CC1)C1CCC(CC1)NC1=C(C=C(C=C1)S(=O)(=O)NC(C1=C(C=CC=C1)OC=1C=C2C(=NC1)NC=C2)=O)[N+](=O)[O-])F